N-(2-(3-(2-((1,5-dimethyl-1H-pyrazol-3-yl)amino)-5-methylpyrimidin-4-yl)-1H-indol-7-yl)-1-oxoisoindolin-4-yl)piperidine-3-carboxamide CN1N=C(C=C1C)NC1=NC=C(C(=N1)C1=CNC2=C(C=CC=C12)N1C(C2=CC=CC(=C2C1)NC(=O)C1CNCCC1)=O)C